The molecule is an O-acylcarnitine having 3-hydroxydodecanoyl as the acyl substituent. It has a role as a metabolite. It is an O-acylcarnitine, an ammonium betaine and a carboxylic ester. It derives from a carnitine. CCCCCCCCCC(CC(=O)OC(CC(=O)[O-])C[N+](C)(C)C)O